1-Ethyl-3-methyl-1H-imidazol-3-ium tetrafluoroborate F[B-](F)(F)F.C(C)N1C=[N+](C=C1)C